(RS)-6-(4-(1H-pyrazol-5-yl)phenyl)-2,2-difluoro-7-azaspiro[3.5]nonane N1N=CC=C1C1=CC=C(C=C1)[C@H]1CC2(CC(C2)(F)F)CCN1 |r|